FC(F)C1=NOC=C1 (difluoromethyl)isoxazol